zirconium (IV) tetra(dimethylamide) C[N-]C.C[N-]C.C[N-]C.C[N-]C.[Zr+4]